4-Fluorobenzyl-acetonitrile FC1=CC=C(CCC#N)C=C1